ClC=1C=C(C=CC1C(=O)N1CCC(CC1)C(=O)N1CC(NCC1)CO)NC(=O)C=1N(C=CN1)C N-[3-chloro-4-[4-[3-(hydroxymethyl)piperazine-1-carbonyl]piperidine-1-carbonyl]phenyl]-1-methyl-imidazole-2-carboxamide